N-{2-(tert-Butoxycarbonylamino)-3-fluoro-4-[(2-oxopyrrolidin-1-yl)methyl]-phenyl}carbamic acid tert-butyl ester C(C)(C)(C)OC(NC1=C(C(=C(C=C1)CN1C(CCC1)=O)F)NC(=O)OC(C)(C)C)=O